CCCCCCCCCCCCCCCCCC(=O)CCCCCCCCCCCCCCCCC Z-stearone